(R)-4-((4-((4-(3-(dimethylamino)pyrrolidin-1-yl)-2-(dimethylphosphoryl)phenyl)amino)-5-(trifluoromethyl)pyrimidin-2-yl)amino)-N-methoxybenzamide CN([C@H]1CN(CC1)C1=CC(=C(C=C1)NC1=NC(=NC=C1C(F)(F)F)NC1=CC=C(C(=O)NOC)C=C1)P(=O)(C)C)C